CC1=C(C=C(C=N1)NC(=O)C1=CN(C2=CC=CC=C12)C(=O)OC(C)(C)C)C=1C=NC2=CC(=NC=C2C1)NC tert-butyl 3-((6-methyl-5-(7-(methylamino)-1,6-naphthyridin-3-yl) pyridin-3-yl) carbamoyl)-1H-indole-1-carboxylate